1-(5-bromo-2-pyridinyl)-2,2,2-trifluoroethyl 1,1,1-trifluoromethanesulfonate FC(S(=O)(=O)OC(C(F)(F)F)C1=NC=C(C=C1)Br)(F)F